FC(C1=C(C(=O)OCC)C(=CC=C1)NC1=C(C=C(C=C1)F)C)F ethyl 2-(di-fluoromethyl)-6-((4-fluoro-2-methylphenyl)amino)-benzoate